C(CCCCC)OCCCCCO pentylene glycol monohexyl ether